N(=[N+]=[N-])CCOCCOCCOCCOCCOCCOCCOCCOCCOCCOCCOCCOC(CN1C(=NC=2C(=NC=3C=CC=CC3C21)NC(C2=CC=CC=C2)(C2=CC=CC=C2)C2=CC=CC=C2)COCC)(C)C 1-(38-azido-2,2-dimethyl-3,6,9,12,15,18,21,24,27,30,33,36-dodecaoxaoctatriacontyl)-2-(ethoxymethyl)-N-trityl-1H-imidazo[4,5-c]quinolin-4-amine